5-methyl-N-(3-(morpholinesulfonyl)phenyl)-4-(4-nitrophenyl)pyrimidin-2-amine CC=1C(=NC(=NC1)NC1=CC(=CC=C1)S(=O)(=O)N1CCOCC1)C1=CC=C(C=C1)[N+](=O)[O-]